N1=CC=C(C=C1)N1C(=NN=C1C=1SC=CN1)C1CC(C1)NC(OC(C)(C)C)=O tert-butyl ((1r,3r)-3-(4-(pyridin-4-yl)-5-(thiazol-2-yl)-4H-1,2,4-triazol-3-yl)cyclobutyl)carbamate